CC1CCC(CC1)Br p-methylcyclohexyl bromide